N-(piperazin-1-ylmethyl)pyrazine-2-carboxamide N1(CCNCC1)CNC(=O)C1=NC=CN=C1